4-(4-trifluoromethyl-2-pyrimidyloxy)piperidine FC(C1=NC(=NC=C1)OC1CCNCC1)(F)F